ClC1=CC(=CC=2CN(CCOC21)CC(CC(=O)OCC)=O)N2C=CC1=CC(=CC=C21)F ethyl 4-[9-chloro-7-(5-fluoroindol-1-yl)-3,5-dihydro-2H-1,4-benzoxazepin-4-yl]-3-oxobutanoate